lithium bisfluoroborate monooxalate C(C(=O)O)(=O)[O-].B(O)(F)F.[Li+]